1,4-bis(1-mercaptoethyl)benzene SC(C)C1=CC=C(C=C1)C(C)S